FC=1C=C(C#N)C=CC1COC1=CC(=CC=C1)O 3-fluoro-4-((3-hydroxyphenoxy)methyl)benzonitrile